4-amino-N,3-dimethyl-N-((3S)-6-(pentafluoro-lambda~6~-sulfanyl)-2,3-dihydro-1-benzofuran-3-yl)-3H-pyrazolo[3,4-c]quinoline-8-carboxamide NC1=NC=2C=CC(=CC2C2=C1N(N=C2)C)C(=O)N([C@@H]2COC1=C2C=CC(=C1)S(F)(F)(F)(F)F)C